4-(2-acetyl-5-chlorophenyl)-3-ethoxy-6-oxopyridazin C(C)(=O)C1=C(C=C(C=C1)Cl)C=1C(=NNC(C1)=O)OCC